8-((2-hydroxyethyl)(6-(((undec-10-yn-1-yloxy)carbonyl)oxy)hexyl)amino)octanoic acid heptadec-9-yl ester CCCCCCCCC(CCCCCCCC)OC(CCCCCCCN(CCCCCCOC(=O)OCCCCCCCCCC#C)CCO)=O